4-amino-2-((diethylamino)methyl)phenol NC1=CC(=C(C=C1)O)CN(CC)CC